tert-butyl 4-oxopiperidine-1-carboxylate O=C1CCN(CC1)C(=O)OC(C)(C)C